(3S,4R,5R,6S)-6-ethynyl-tetrahydro-2H-pyran-2,3,4,5-tetrayl Tetranicotinate C(C1=CN=CC=C1)(=O)OC1O[C@H]([C@H]([C@H]([C@@H]1OC(C1=CN=CC=C1)=O)OC(C1=CN=CC=C1)=O)OC(C1=CN=CC=C1)=O)C#C